[Si](C)(C)(C(C)(C)C)O[C@@H]1CC(CCC1(C)C)C1=NN(C=C1CN(CCN(C(OC(C)(C)C)=O)C)C)C1OCCCC1 tert-Butyl N-{2-[({3-[(3R)-3-[(tert-butyldimethylsilyl)oxy]-4,4-dimethylcyclohexyl]-1-(oxan-2-yl)-1H-pyrazol-4-yl}methyl)(methyl)amino]ethyl}-N-methylcarbamate